CC=1C=C2CC(COC2=CC1)[N+](=O)[O-] 6-methyl-3-nitro-chromane